12-phenyl-4-thia-2,12-diazatricyclo[7.3.0.03,7]dodeca-1(9),3(7),5-triene-8-one C1(=CC=CC=C1)N1CCC=2C(C=3C=CSC3NC12)=O